CN(C=1C2=C(N(C(N1)=O)CC=1C=NC=CC1)N=C(C=C2)C(F)(F)F)C 4-(Dimethylamino)-1-(pyridin-3-ylmethyl)-7-(trifluoromethyl)pyrido[2,3-d]pyrimidin-2(1H)one